C(CC)C1(CN2CCC1CC2)NC(N)=O 3-(3-propylquinuclidin-3-yl)urea